4'-chloro-3'-fluoro-11',15'-dioxo-10',14'-diazaspiro[cyclopropane-1,9'-tricyclo[10.4.0.02,7]hexadecane] ClC1C(C2C3CC(NCC3C(NC3(CC2CC1)CC3)=O)=O)F